(±)-(3S)-3-methyl-6-pentyl-1,4-diazaspiro[4.4]nonan-2-one C[C@H]1C(NC2(N1)C(CCC2)CCCCC)=O